C(N)(=O)C1=CC2=C(N(C=N2)CC2=CC=C(C=C2)B(O)O)C=C1 4-((5-carbamoyl-1,3-benzodiazol-1-yl)methyl)phenylboronic acid